6-Chloro-4-(2,7-dimethyl-1-naphthyl)-5-methoxy-2-methyl-3(2H)-pyridazinone ClC=1C(=C(C(N(N1)C)=O)C1=C(C=CC2=CC=C(C=C12)C)C)OC